C(C)(C)N1N=CC2=C1C=NN(C2=O)CC(=O)N[C@@H](C)C2=CC=C(C=C2)C (S)-2-(1-isopropyl-4-oxo-1,4-dihydro-5H-pyrazolo[3,4-d]pyridazin-5-yl)-N-(1-(p-tolyl)ethyl)acetamide